racemic-2-chloro-N-(3-(3-fluorophenyl)-8-methyl-3,4-dihydro-2H-benzo[4,5]imidazo[2,1-b][1,3]thiazin-3-yl)-4-(4H-1,2,4-triazol-4-yl)benzamide ClC1=C(C(=O)N[C@@]2(CN3C(SC2)=NC2=C3C=CC(=C2)C)C2=CC(=CC=C2)F)C=CC(=C1)N1C=NN=C1 |r|